NCCC(=O)NC1=C(C(=O)NC=2SC(=C(N2)C)C)C=CC=C1 2-(3-aminopropanamido)-N-(4,5-dimethylthiazol-2-yl)benzamide